FC(C1=NN=C(S1)CN1CC2(CN(C2)C(=O)N2CC3(C2)NC(CC3)=O)C1)(F)F 2-[6-[[5-(trifluoromethyl)-1,3,4-thiadiazol-2-yl]methyl]-2,6-diazaspiro[3.3]heptane-2-carbonyl]-2,5-diazaspiro[3.4]octan-6-one